(2S,3S)-3-((2-(2-chloro-5H-pyrrolo[2,3-b]pyrazin-7-yl)-7-isobutyl-7H-pyrrolo[2,3-d]pyrimidin-4-yl)amino)bicyclo[2.2.2]octane-2-carboxylic acid ClC=1N=C2C(=NC1)NC=C2C=2N=C(C1=C(N2)N(C=C1)CC(C)C)N[C@@H]1[C@H](C2CCC1CC2)C(=O)O